FC(C1=CC2=C(SC(=C2)C(N[C@H](C(N2[C@@H](CCC2)C(=O)N2C[C@H](OCC2)C2=CC=CC=C2)=O)CC2CCN(CC2)CCC2=CC=CC=C2)=O)C=C1)(F)P(O)(O)=O (difluoro(2-(((S)-1-oxo-3-(1-phenethylpiperidin-4-yl)-1-((S)-2-((R)-2-phenylmorpholine-4-carbonyl)pyrrolidin-1-yl)propan-2-yl)carbamoyl)benzo[b]thiophen-5-yl)methyl)phosphonic acid